3-(4,6-difluoro-1-oxo-5-(1-(pyridin-4-ylmethyl)piperidin-4-yl)isoindolin-2-yl)piperidine-2,6-dione FC1=C2CN(C(C2=CC(=C1C1CCN(CC1)CC1=CC=NC=C1)F)=O)C1C(NC(CC1)=O)=O